ClCC\C=C\CCCCCCC(OC)OC (3E)-1-chloro-11,11-dimethoxy-3-undecene